N1=CN=CC=2C(NC=3N(C21)C=CN3)=S imidazo[1,2-a]pyrimido[5,4-e]pyrimidine-5(6H)-thione